monocalcium hydrogen phosphate P(=O)(O)([O-])[O-].[Ca+2]